COC1=CC=C(C=C1)C=1C=C2C=CC(=CC2=CC1)C(=O)OC methyl 6-(4-methoxyphenyl)-2-naphthoate